(cyclopropyl-(4-((4-oxopiperidin-1-yl)methyl)phenyl)methyl)(methyl)carbamic acid tert-butyl ester C(C)(C)(C)OC(N(C)C(C1=CC=C(C=C1)CN1CCC(CC1)=O)C1CC1)=O